4-(3,3-difluoropyrrolidine-1-carbonyl)-2-(6-fluoro-1-methyl-1H-indol-4-yl)-6,7-dimethoxy-1,2-dihydroisoquinolin-1-one FC1(CN(CC1)C(=O)C1=CN(C(C2=CC(=C(C=C12)OC)OC)=O)C1=C2C=CN(C2=CC(=C1)F)C)F